C(C)(C)(C)C1N(CC1(F)C(O)C#N)C(=O)OCCC1=CC=C(C=C1)C(C)(C)C 2-(4-tert-butylphenyl)ethanol tert-butyl-3-(cyano(hydroxy)methyl)-3-fluoroazetidine-1-carboxylate